(6-(3-cyano-6-(1-methyl-1H-pyrazol-4-yl)pyrazolo[1,5-a]pyridin-4-yl)naphthalen-1-yl)acrylamide C(#N)C=1C=NN2C1C(=CC(=C2)C=2C=NN(C2)C)C=2C=C1C=CC=C(C1=CC2)C(C(=O)N)=C